N-(4-Bromo-2-chlorobenzyl)-3-(tert-butyl)-1,2,4-oxadiazole-5-carboxamide BrC1=CC(=C(CNC(=O)C2=NC(=NO2)C(C)(C)C)C=C1)Cl